tert-butyl 3-(2-methoxypyrimidin-5-yl)-4-oxopiperidine-1-carboxylate COC1=NC=C(C=N1)C1CN(CCC1=O)C(=O)OC(C)(C)C